COC(=O)N1C([C@@H](CC1)C[C@@H](C(COCOC(CC)=O)=O)NC([C@@H](NC(=O)C=1NC2=CC=CC(=C2C1)OC)CC(C)C)=O)=O (3S)-3-{(2S)-2-({N-[(4-methoxy-1H-indol-2-yl)carbonyl]-L-leucyl}amino)-3-oxo-4-[(propionyloxy)methoxy]butyl}-2-oxopyrrolidine-1-carboxylic acid methyl ester